(S)-1-(4-(Benzyloxy)-5-methoxy-2-nitrobenzoyl)-2-(((tert-butyldimethylsilyl)-oxy)methyl)-1,2,3,6-tetrahydropyridin-4-yl trifluoromethanesulfonate FC(S(=O)(=O)OC=1C[C@H](N(CC1)C(C1=C(C=C(C(=C1)OC)OCC1=CC=CC=C1)[N+](=O)[O-])=O)CO[Si](C)(C)C(C)(C)C)(F)F